1-(1H-inden-3-yl)propan-1-one C1C=C(C2=CC=CC=C12)C(CC)=O